methyl-(4-methoxybenzyl)glycine CN(CC(=O)O)CC1=CC=C(C=C1)OC